NC=1N=CC2=C(C(=CC=C2C1)C1=C(C(=NC=C1)NS(=O)(=O)C=1C(=NC=C(C1)Cl)OC)F)F N-[4-(3-amino-8-fluoroisoquinolin-7-yl)-3-fluoropyridin-2-yl]-5-chloro-2-methoxypyridine-3-sulfonamide